(7-fluoro-1H-indazol-3-yl)(4-(2-(trifluoromethyl)phenyl)piperidin-1-yl)methanone FC=1C=CC=C2C(=NNC12)C(=O)N1CCC(CC1)C1=C(C=CC=C1)C(F)(F)F